1-(6-chloro-3-pyridyl)-3-(4-fluorophenyl)urea ClC1=CC=C(C=N1)NC(=O)NC1=CC=C(C=C1)F